C(C)[NH+](CCOC(C(=C)C)=O)CC diethyl-{2-[(2-methyl-1-oxoprop-2-enyl)oxy]ethyl}ammonium